BrC=1N(C=C2C1CCC2=O)CC 1-Bromo-2-ethyl-5,6-dihydro-cyclopenta[c]pyrrol-4(2H)-one